6-methyl-3-((3-methylbutan-3-en-1-yl)oxy)cyclohex-2-en-1-one CC1CCC(=CC1=O)OCCC(=C)C